tris(β-bromoethyl)phosphate BrCCOP(=O)(OCCBr)OCCBr